4-(6-aminopyridin-3-yl)benzo[d]isoxazol-3-amine NC1=CC=C(C=N1)C1=CC=CC2=C1C(=NO2)N